COC(=O)C=1C=2N(C=CC1C=1C=NN(C1)CC13CC4CC(CC(C1)C4)C3)C(=CN2)C=2N=NC(=CC2)NC2=NC=CC=C2 7-(1-(adamantan-1-ylmethyl)-1H-pyrazol-4-yl)-3-(6-(pyridin-2-ylamino)pyridazin-3-yl)imidazo[1,2-a]pyridine-8-carboxylic acid methyl ester